FC1=C(C=C(C=C1)C(C(=O)O)C)C (4-fluoro-3-methylphenyl)propionic acid